methyl 1-chloro-3-(trifluoromethyl)isoquinoline-6-carboxylate ClC1=NC(=CC2=CC(=CC=C12)C(=O)OC)C(F)(F)F